N-benzyl-1,2,4-triazine C(C1=CC=CC=C1)N1NC=NC=C1